C(C)OC1=NC=CC=C1C1=CC(=C2C(=N1)C(=NN2C(C)C)C)NCC=2C=1N(C=CC2)C=CN1 5-(2-ethoxy-3-pyridinyl)-N-(imidazo[1,2-a]pyridin-8-ylmethyl)-1-isopropyl-3-methyl-pyrazolo[4,3-b]pyridin-7-amine